3-isopropyl-6-(trifluoromethyl)-1H-isochromen-1-one C(C)(C)C=1OC(C2=CC=C(C=C2C1)C(F)(F)F)=O